cyclopropylmethylpyridine-2-carboxamide C1(CC1)CC=1C(=NC=CC1)C(=O)N